C(C)(C)(C)OC(=O)N1C(=C(C2=CC=C(C=C12)C1=CC(=NC(=C1)C)C)C)C1=CC=C(C(=O)O)C=C1 4-(1-(tert-butoxycarbonyl)-6-(2,6-dimethylpyridin-4-yl)-3-methyl-1H-indol-2-yl)benzoic acid